4-(pyrimidin-2-yl)phenol N1=C(N=CC=C1)C1=CC=C(C=C1)O